N-(4-{[6-(2-chlorophenyl)-5-oxo-5,6-dihydroimidazo[1,2-a]pyrimido[5,4-e]pyrimidin-2-yl]amino}phenyl)-4-hydroxycyclohexanecarboxamide ClC1=C(C=CC=C1)N1C=2N(C3=C(C1=O)C=NC(=N3)NC3=CC=C(C=C3)NC(=O)C3CCC(CC3)O)C=CN2